1-(2-nitrophenyl)piperidine [N+](=O)([O-])C1=C(C=CC=C1)N1CCCCC1